2-methyl-5-nitro-benzoic acid CC1=C(C(=O)O)C=C(C=C1)[N+](=O)[O-]